CC=1N(C(=CC1)C)C1=NN2C(C=C(C=C2)C2=CN=CC(=N2)C=2C=NN(C2)C(CC=O)C2=CC=C(C=C2)F)=N1 3-(4-(6-(2-(2,5-dimethyl-1H-pyrrol-1-yl)-[1,2,4]triazolo[1,5-a]pyridin-7-yl)pyrazin-2-yl)-1H-pyrazol-1-yl)-3-(4-fluorophenyl)-propanal